N=C1SCC(CN1C1=CC=CC=C1)C(=O)OC Methyl 2-imino-3-phenyl-1,3-thiazinane-5-carboxylate